FC(CI)(F)F 2,2,2-trifluoroethyliodide